ClC1=CC=C(C(=N1)C(=O)OC(C)(C)C)NC(C)C=1C=C(C=C2C(C(=C(OC12)SCC)C)=O)C(F)(F)F tert-Butyl 6-chloro-3-[1-[2-ethylsulfanyl-3-methyl-4-oxo-6-(trifluoromethyl)chromen-8-yl]ethylamino]pyridine-2-carboxylate